NC1=C(C=C(C=C1)C1=CC=C(C=C1)F)NC(C1=CC=C(C=C1)CS(=O)(=O)C)=O N-[2-amino-5-(4-fluorophenyl)phenyl]-4-[(methylsulfonyl)methyl]benzamide